FC1=C2C=C(NC2=C(C=C1)C)C(=O)N[C@H]1C[C@@H](CCC1)N1C[C@H]2N(C(C[C@H]2C1)=O)C 4-fluoro-7-methyl-N-((1R,3R)-3-((3aS,6aS)-1-methyl-2-oxohexahydropyrrolo[3,4-b]pyrrol-5(1H)-yl)cyclohexyl)-1H-indole-2-carboxamide